BrC=1C=C2C(=NC(=NC2=C2C1N(N=C2)C)C(F)(F)F)O 6-bromo-7-methyl-2-(trifluoromethyl)-7H-pyrazolo[3,4-H]quinazolin-4-ol